OC1=CC=C2[C@H]([C@H](COC2=C1)C1=CC=CC=C1)C1=CC=C(C=C1)N1CCC2(CC(C2)C=O)CC1 7-(4-((3S,4R)-7-hydroxy-3-phenylchroman-4-yl)phenyl)-7-azaspiro[3.5]nonane-2-carbaldehyd